4-{4-[(2-ethylphenyl)oxy]phenyl}-5-methyl-2,4-dihydro-3H-1,2,4-triazol-3-one C(C)C1=C(C=CC=C1)OC1=CC=C(C=C1)N1C(NN=C1C)=O